Diethyl-zinc C(C)[Zn]CC